N1(CCC1)C/C=C/C(=O)N1CC=2N(CC1)N=C(C2C2=CC=NC=C2)C2=CC=C(C=C2)Cl (2E)-4-(azetidin-1-yl)-1-[2-(4-chlorophenyl)-3-(pyridin-4-yl)-6,7-dihydropyrazolo[1,5-a]pyrazin-5(4H)-yl]but-2-en-1-one